CC(C)(C)S(=O)NC1(CNC1)C=C 2-methyl-N-(3-vinyl-azetidin-3-yl)propane-2-sulfinamide